CC(C(N)N)CC(CC)C 2,4-dimethyl-hexanediamine